ClC=1C(=C(C=CC1F)[C@H](NC(=O)C1NC(NC1)=O)C=1C=NC(=NC1)OC(F)F)F |r| N-((R and S)-(3-chloro-2,4-difluoro-phenyl)(2-(difluoromethoxy)pyrimidin-5-yl)methyl)-2-oxoimidazolidine-4-carboxamide